(1S)-2,2-difluoro-N-(3-{6-[(1R)-1-hydroxypropyl]-4-methylpyridin-3-yl}-1-methyl-2-oxo-1,6-naphthyridin-7-yl)cyclopropane-1-carboxamide FC1([C@@H](C1)C(=O)NC1=NC=C2C=C(C(N(C2=C1)C)=O)C=1C=NC(=CC1C)[C@@H](CC)O)F